N-(4-bromo-2-cyclopropyl-5-methylphenyl)-N-(5-cyano-1,2-benzothiazol-3-yl)but-2-ynamide BrC1=CC(=C(C=C1C)N(C(C#CC)=O)C1=NSC2=C1C=C(C=C2)C#N)C2CC2